C1(=CC=CC2=CC=CC=C12)C(=O)[O-].[Ca+2].C1(=CC=CC2=CC=CC=C12)C(=O)[O-] calcium α-naphthoate